C(C)(C)(C)OC(NCC1(CN(CC1)C1=NC(=C(C(=C1C#N)CC)C#N)SC(C(=O)N)C1=CC=CC=C1)O)=O ((1-(6-((2-amino-2-oxo-1-phenylethyl)thio)-3,5-dicyano-4-ethylpyridin-2-yl)-3-hydroxypyrrolidin-3-yl)methyl)carbamic acid tert-butyl ester